ClC1=NC(=NC(=C1)OC)N(CC1=CC=C(C=C1)OC)CC1=CC=C(C=C1)OC 4-chloro-6-methoxy-N,N-bis[(4-methoxyphenyl)methyl]pyrimidin-2-amine